1-(4-((1R,2S)-6-hydroxy-2-(2-hydroxypropan-2-yl)-1,2,3,4-tetrahydronaphthalen-1-yl)phenyl)piperidine-4-carbaldehyde OC=1C=C2CC[C@@H]([C@@H](C2=CC1)C1=CC=C(C=C1)N1CCC(CC1)C=O)C(C)(C)O